2-(Methylsulfanyl)-1-(2-(5-(4-(trifluoromethoxy)phenyl)-1H-imidazol-2-yl)piperidin-1-yl)propan-1-one CSC(C(=O)N1C(CCCC1)C=1NC(=CN1)C1=CC=C(C=C1)OC(F)(F)F)C